[Si](C1=CC=CC=C1)(C1=CC=CC=C1)(C(C)(C)C)OCC12CCCN2C/C(/C1)=C/F (E)-7a-(((tert-butyldiphenylsilyl)oxy)methyl)-2-(fluoromethylene)hexahydro-1H-pyrrolizine